The molecule is a triterpenoid saponin that is cucurbitacin I attached to a beta-D-glucopyranosyl residue at position 2 via a glycosidic linkage. It has been isolated from Machilus yaoshansis. It has a role as a plant metabolite. It is a beta-D-glucoside, a cucurbitacin, a monosaccharide derivative, a triterpenoid saponin and a tertiary alpha-hydroxy ketone. It derives from a cucurbitacin I. C[C@@]12C[C@H]([C@@H]([C@]1(CC(=O)[C@@]3([C@H]2CC=C4[C@H]3C=C(C(=O)C4(C)C)O[C@H]5[C@@H]([C@H]([C@@H]([C@H](O5)CO)O)O)O)C)C)[C@](C)(C(=O)/C=C/C(C)(C)O)O)O